(1s,3s)-3-(3-(2-(2-formyl-3-hydroxy-5-methoxyphenoxy)acetamido)-1H-pyrazol-5-yl)cyclobutyl propylcarbamate C(CC)NC(OC1CC(C1)C1=CC(=NN1)NC(COC1=C(C(=CC(=C1)OC)O)C=O)=O)=O